7-(1-(1,1-Dioxidotetrahydrothiophen-3-yl)-1H-pyrazol-4-yl)-3-methyl-1-phenyl-3,6-dihydroimidazo[4,5-d]pyrrolo[2,3-b]pyridin-2(1H)-on O=S1(CC(CC1)N1N=CC(=C1)C1=CC=2C(=NC=C3C2N(C(N3C)=O)C3=CC=CC=C3)N1)=O